potassium N-(p-toluenesulfonyl)-p-toluenesulfonamide salt CC1=CC=C(C=C1)S(=O)(=O)NS(=O)(=O)C1=CC=C(C)C=C1.[K]